N[C@H]1[C@@H]2N(C[C@H]1CC2)C(=O)C2=CC1=C(N(C(=N1)C1=CC=3C=4N1C(CN(C4C=CC3)C)C(C)C)C)C(=C2)F ((1R,4R,7R)-7-amino-2-azabicyclo[2.2.1]heptan-2-yl)(7-fluoro-2-(3-isopropyl-1-methyl-2,3-dihydro-1H-pyrrolo[1,2,3-de]quinoxalin-5-yl)-1-methyl-1H-benzo[d]imidazol-5-yl)methanone